2-(3,5-bis(trifluoromethyl)phenoxy)-N-((2,4-dimethoxyphenyl)carbamoyl)acetamide methyl-6-(4,4-dimethylcyclohexyl)-5-oxo-6,7,8,9-tetrahydro-5H-benzo[7]annulene-2-carboxylate COC(=O)C=1C=CC2=C(CCCC(C2=O)C2CCC(CC2)(C)C)C1.FC(C=1C=C(OCC(=O)NC(NC2=C(C=C(C=C2)OC)OC)=O)C=C(C1)C(F)(F)F)(F)F